C(C)NC(CNC1=NC(=CC(=C1)C1(CCC1)CC1=NN=CN1C)N1C(C2=CC(=CC(=C2C1)C(F)(F)F)CNC1(CCC1)C)=O)=O N-ethyl-2-((4-(1-((4-methyl-4H-1,2,4-triazol-3-yl)methyl)cyclobutyl)-6-(6-(((1-methylcyclobutyl)amino)methyl)-1-oxo-4-(trifluoromethyl)isoindolin-2-yl)pyridin-2-yl)amino)acetamide